5-(3-(5-butyl-2,5-dihydro-1H-pyrrol-3-yl)-2-fluoro-6-hydroxyphenyl)-1,2,5-thiadiazolidin-3-one 1,1-dioxide C(CCC)C1C=C(CN1)C=1C(=C(C(=CC1)O)N1CC(NS1(=O)=O)=O)F